Tris(dibenzylideneacetone) dipalladium [Pd].[Pd].C(C1=CC=CC=C1)=CC(=O)C=CC1=CC=CC=C1.C(C1=CC=CC=C1)=CC(=O)C=CC1=CC=CC=C1.C(C1=CC=CC=C1)=CC(=O)C=CC1=CC=CC=C1